3-(4-bromophenyl)oxetan BrC1=CC=C(C=C1)C1COC1